7-(methylamino)heptanoic acid methyl ester COC(CCCCCCNC)=O